C(C=C)(=O)N1C[C@@H](C[C@@H]1C)N1C(=C(C2=C1N=CN=C2N)C(=O)N[C@H](C)C2=CC=CC=C2)C#CC2CC2 7-((3R,5S)-1-acryloyl-5-methylpyrrolidin-3-yl)-4-amino-6-(cyclopropylethynyl)-N-((R)-1-phenylethyl)-7H-pyrrolo[2,3-d]pyrimidine-5-carboxamide